(3a'R,4S,7a'R)-2,2,2',2'-tetramethyldihydrospiro[[1,3]dioxolane-4,6'-[1,3]dioxolo[4,5-c]pyran]-7'(4'H)-one CC1(OC[C@@]2(C([C@H]3[C@@H](CO2)OC(O3)(C)C)=O)O1)C